COC1=CC=C(CNC2OC3=C(C2)C=CC=C3)C=C1 N-(4-methoxybenzyl)-2,3-dihydrobenzofuran-2-amine